4-((6-((R)-(((S)-1-(4-(acryloyloxy)-3,3-dimethyl-2-oxobutanoyl)piperidine-2-carbonyl)oxy)-3-(3,4-dimethoxyphenyl)propyl)pyrazin-2-yl)amino)-4-oxobutanoic acid C(C=C)(=O)OCC(C(C(=O)N1[C@@H](CCCC1)C(=O)O[C@H](CCC1=CN=CC(=N1)NC(CCC(=O)O)=O)C1=CC(=C(C=C1)OC)OC)=O)(C)C